CC1C(=CC=2CCCCC12)[Ti](OC)(OC)OC 1-methyl-4,5,6,7-tetrahydroindenyl-trimethoxytitanium